9-benzyl-1-(3-chlorobenzyl)-4-oxa-1,9-diazaspiro[5.5]undecan-2-one hydrochloride Cl.C(C1=CC=CC=C1)N1CCC2(COCC(N2CC2=CC(=CC=C2)Cl)=O)CC1